COC=1N=CC=C2C1NC=C2C(C=2C=C(C(=C(C2)O)O)O)C2=CNC1=C(N=CC=C12)OC 5-(bis(7-methoxy-1H-pyrrolo[2,3-c]pyridin-3-yl)methyl)benzene-1,2,3-triol